methyl-5-cyclopropyl-3-(oxetan-3-ylamino)pyrimidine-2-carboxylate COC(=O)C1N=CC(=CN1NC1COC1)C1CC1